rac-2-bromopropionamide methyl-stearate COC(CCCCCCCCCCCCCCCCC)=O.Br[C@@H](C(=O)N)C |r|